tert-butyl (R)-2-(((5-bromo-1-(difluoromethyl)-1H-pyrazol-4-yl)oxy)methyl)azetidine-1-carboxylate BrC1=C(C=NN1C(F)F)OC[C@@H]1N(CC1)C(=O)OC(C)(C)C